[Si](C1=CC=CC=C1)(C1=CC=CC=C1)(C(C)(C)C)O[C@@H](CC1=NC(=NO1)C=1C=CC(=C(C1)NC(=O)C1=CN=C2N1C=CC(=C2)O)C)C(F)F (S)-N-(5-(5-(2-((tert-butyldiphenylsilyl)oxy)-3,3-difluoropropyl)-1,2,4-oxadiazol-3-yl)-2-methylphenyl)-7-hydroxyimidazo[1,2-a]pyridine-3-carboxamide